1-[(2-bromo-4,5-dichloro-1H-imidazol-1-yl)methyl]-4-propylpyrrolidin-2-one BrC=1N(C(=C(N1)Cl)Cl)CN1C(CC(C1)CCC)=O